BrC1=CC(=C(O[C@H](C(=O)OC)CO[Si](C2=CC=CC=C2)(C2=CC=CC=C2)C(C)(C)C)C=C1)[N+](=O)[O-] Methyl (2S)-2-(4-bromo-2-nitro-phenoxy)-3-[tert-butyl(diphenyl)silyl]oxy-propanoate